4-(6-iodopyridin-3-yl)piperazine-1-carboxylic Acid Tert-Butyl Ester C(C)(C)(C)OC(=O)N1CCN(CC1)C=1C=NC(=CC1)I